3-(4-chloro-3-ethoxyphenyl)pyridazine ClC1=C(C=C(C=C1)C=1N=NC=CC1)OCC